ethyl N-[[4-[2-[(2S)-2-methylazetidin-1-yl]-6,7-dihydro-5H-cyclopenta[d]pyrimidin-4-yl]phenyl]methyl]carbamate C[C@@H]1N(CC1)C=1N=C(C2=C(N1)CCC2)C2=CC=C(C=C2)CNC(OCC)=O